1-amino-8-hydroxy-3,6-naphthalenedisulfonate NC1=CC(=CC2=CC(=CC(=C12)O)S(=O)(=O)[O-])S(=O)(=O)[O-]